ClC=1N=NC=C(C1)Cl 3,5-Dichloropyridazine